CC(CC(C)C=1C=CC=C2C(=C(C=NC12)C(=O)O)N1CCOCC1)C 8-(4-methylpent-2-yl)-4-(morpholin-4-yl)quinoline-3-carboxylic acid